ClC=1C(=NC=C(C1)[N+](=O)[O-])N1N=CC(=C1)C(=O)OCC ethyl 1-(3-chloro-5-nitropyridin-2-yl)-1H-pyrazole-4-carboxylate